N[C@H]1CS(C2=C(N(C1=O)CC1=CC=C(C=C1)Cl)C=C(C(=C2)F)N2N=CC(=C2)CC)(=O)=O (3R)-3-amino-5-[(4-chlorophenyl)methyl]-7-(4-ethylpyrazol-1-yl)-8-fluoro-1,1-dioxo-2,3-dihydro-1λ6,5-benzothiazepine-4-one